C(C)(C)C1=C(NC2=CC=C(C=C12)CCN1CCCCC1)C=1C=C(C(N(C1)C)=O)C 5-(3-Isopropyl-5-(2-(piperidin-1-yl)ethyl)-1H-indol-2-yl)-1,3-dimethylpyridin-2(1H)-on